4-(3-bromo-4-fluorophenyl)-3-(4-hydrazino-1,2,5-oxadiazol-3-yl)-1,2,4-oxadiazol BrC=1C=C(C=CC1F)N1C(=NOC1)C1=NON=C1NN